C(CCC(=O)O)(=O)NCC(=O)O Succinyl-Glycin